FC1=C(C(=C(C(=C1F)F)C)F)B(C1=C(C(=C(C(=C1F)C)F)F)F)C1=C(C(=C(C(=C1F)C)F)F)F tris(2,3,4,6-tetrafluoro-5-methylphenyl)boron